N-((R)-4-Methoxy-2-(((S)-11-oxo-2,3,10,11-tetrahydro-1H,5H-benzo[d]pyrazolo[1,2-a][1,2]diazepin-10-yl)carbamoyl)butyl)-4-methyl-2-(3-methylisoxazol-5-yl)thiazol-5-carboxamid COCC[C@H](CNC(=O)C1=C(N=C(S1)C1=CC(=NO1)C)C)C(N[C@H]1C2=C(CN3N(C1=O)CCC3)C=CC=C2)=O